4-(4-(2-(1-(2,5-difluorophenyl)-4-(triisopropylsilyl)but-3-yn-1-yl)-7-Fluoro-3-oxoisoindoline-5-yl)phenyl)piperidine-1-carboxylate FC1=C(C=C(C=C1)F)C(CC#C[Si](C(C)C)(C(C)C)C(C)C)N1CC2=C(C=C(C=C2C1=O)C1=CC=C(C=C1)C1CCN(CC1)C(=O)[O-])F